ClC=1C=CC(=C(C(=O)NC2=C(C=C(C=C2)NCC2=CC=C(C=C2)OC)Cl)C1)O 5-Chloro-N-(2-chloro-4-((4-methoxybenzyl)amino)phenyl)-2-hydroxybenzamide